ClC1=C(C=C2N=CC=NC2=C1)CNC=1C=NC=C(C1N1C[C@@H](NCC1)C)F (S)-N-((7-chloroquinoxalin-6-yl)methyl)-5-fluoro-4-(3-methylpiperazin-1-yl)pyridin-3-amine